C(N)(=O)C1(N(CCC(C1)C1=C(C(=CC=C1OC)Cl)Cl)C(=O)OC(C)(C)C)C tert-butyl 2-carbamoyl-4-(2,3-dichloro-6-methoxyphenyl)-2-methylpiperidine-1-carboxylate